3-cyclobutyl-2-[9H-fluoren-9-ylmethoxycarbonyl(methyl)amino]propanoic acid C1(CCC1)CC(C(=O)O)N(C)C(=O)OCC1C2=CC=CC=C2C=2C=CC=CC12